FC1=C(C=CC(=C1)C1=NN(C=N1)C1=NC=C(C=C1)OC(F)(F)F)NC(=O)\N=C\1/SCC(N1C1=C(C=CC(=C1)C)C(C)OC)=O (Z)-1-(2-fluoro-4-(1-(5-(trifluoromethoxy)pyridin-2-yl)-1H-1,2,4-triazol-3-yl)phenyl)-3-(3-(2-(1-methoxyethyl)-5-methylphenyl)-4-oxothiazolidin-2-ylidene)urea